O=S1(CCN(CC1)CCOC1=CC=C(N=N1)N)=O [6-[2-(1,1-diketo-1,4-thiazinan-4-yl)ethoxy]pyridazin-3-yl]amine